triphenylsulfonium 1,1,3,3,3-pentafluoro-2-methacryloyloxypropane-1-sulfonate FC(C(C(F)(F)F)OC(C(=C)C)=O)(S(=O)(=O)[O-])F.C1(=CC=CC=C1)[S+](C1=CC=CC=C1)C1=CC=CC=C1